FC1=CC=C2C(=CC=NC2=C1)N1CCN(CC1)C(=O)C1CN(CCC1)S(=O)(=O)C=1C=CC(=NC1)NC(C)=O N-(5-((3-(4-(7-fluoroquinolin-4-yl)piperazin-1-carbonyl)piperidin-1-yl)sulfonyl)pyridin-2-yl)acetamide